COC(=O)[C@@H]1N(CC(=C1)C1=CC(=CC=C1)COCOC)C(=O)OC(C)(C)C (R)-4-(3-((methoxymethoxy)methyl)phenyl)-2,5-dihydro-1H-pyrrole-1,2-dicarboxylic acid 1-tert-butyl ester 2-methyl ester